(S) or (R)-2-(1,2-dihydroxypropan-2-yl)thiazole-5-sulfonamide OC[C@](C)(O)C=1SC(=CN1)S(=O)(=O)N |o1:2|